C1(=CC=CC=C1)C=1N=C(OC1C1=CC=CC=C1)SCC(=O)NCC 2-(4,5-diphenyloxazol-2-yl)sulfanyl-N-ethyl-acetamide